1-amino-3,6,9,12,15,18,21-heptaoxatetracosane-24-carboxylic acid NCCOCCOCCOCCOCCOCCOCCOCCCC(=O)O